(R)-5-((1-(dimethylamino)propan-2-yl)oxy)-N-(5-fluoroquinolin-6-yl)-7-(1-methyl-1H-pyrazol-4-yl)quinazolin-8-d-4-amine CN(C[C@@H](C)OC1=C2C(=NC=NC2=C(C(=C1)C=1C=NN(C1)C)[2H])NC=1C(=C2C=CC=NC2=CC1)F)C